1-(2,2-difluorocyclobutyl)-4-iodobenzene FC1(C(CC1)C1=CC=C(C=C1)I)F